tert-butyl (S)-(5-((3-amino-4-oxo-4,6,7,8-tetrahydropyrrolo[1,2-a]pyrimidine-6-carboxamido)methyl)-6-methylpyridin-2-yl)carbamate NC1=CN=C2N(C1=O)[C@@H](CC2)C(=O)NCC=2C=CC(=NC2C)NC(OC(C)(C)C)=O